1-[(1S)-1-(2-bromophenyl)ethyl]-1H-imidazole-4-carboxylic acid ethyl ester C(C)OC(=O)C=1N=CN(C1)[C@@H](C)C1=C(C=CC=C1)Br